(S,E)-2-(3,3-difluoropyrrolidin-1-yl)-N-(4-(methylsulfonyl)but-3-en-2-yl)-4-phenoxypyrimidine-5-carboxamide FC1(CN(CC1)C1=NC=C(C(=N1)OC1=CC=CC=C1)C(=O)N[C@@H](C)\C=C\S(=O)(=O)C)F